BrC1=CC=C(C=C1)C(C)NC(CC)=O N-(1-(4-bromophenyl)ethyl)propanamide